NC1=C(C=C(C=N1)C1=CC=C(C(=O)NCCN2CCOCC2)C=C1)OC(C)C1=C(C=CC=C1Cl)Cl 4-{6-amino-5-[1-(2,6-dichloro-phenyl)-ethoxy]-pyridin-3-yl}-N-(2-morpholin-4-yl-ethyl)-benzamide